C(C1=CC=CC=C1)OC=1C(=C2CCC(OC2=C(C1C)C)(C)CO)C (6-(benzyloxy)-2,5,7,8-tetramethylchroman-2-yl)methanol